ClC1=C(C=CC(=C1)CN(C)C)N1C=NC(=C1)C1=NC(=NC=C1C(F)(F)F)N[C@@H]1[C@@H](CN(CC1)S(=O)(=O)C)C 4-(1-(2-Chloro-4-((dimethylamino)-methyl)phenyl)-1H-imidazol-4-yl)-N-((3R,4S)-3-methyl-1-(methylsulfonyl)-piperidin-4-yl)-5-(trifluoromethyl)-pyrimidin-2-amine